C1CNCCC12CCC(CC2)C2=CC=CC=1N(CCOC12)C1C(NC(CC1)=O)=O 3-[8-(3-azaspiro[5.5]undec-9-yl)-2,3-dihydro-1,4-benzoxazin-4-yl]piperidine-2,6-dione